5-((tert-butyldimethylsilyl)oxy)-6-methoxybenzo[d]thiazol-2-amine [Si](C)(C)(C(C)(C)C)OC=1C(=CC2=C(N=C(S2)N)C1)OC